ClC=1C(=C(C(=CC1)OC)C1=CC(=NC=C1C(=O)NC=1SC(=NN1)C(CCO)(F)F)C)F 4-(3-chloro-2-fluoro-6-methoxyphenyl)-N-(5-(1,1-difluoro-3-hydroxypropyl)-1,3,4-thiadiazol-2-yl)-6-methylnicotinamide